5-fluoro-4-iodo-1H-pyridin-2-one FC=1C(=CC(NC1)=O)I